NC1=C(C(=CC(=C1)Br)Cl)N 1,2-diamino-5-bromo-3-chlorobenzene